2-(4-Bromophenyl)-5-[4-(trifluoromethoxy)phenyl]-1H-imidazole BrC1=CC=C(C=C1)C=1NC(=CN1)C1=CC=C(C=C1)OC(F)(F)F